acryloyloxynonylethyldimethoxysilane C(C=C)(=O)OCCCCCCCCC[Si](OC)(OC)CC